F[C@@H]1[C@H](C1)NC(OC(C)(C)C)=O tertbutyl ((1S,2S)-2-fluorocyclopropyl)carbamate